FC=1C(=CC(=C(C(=O)OC)C1)NC1=C(C(=CC=C1)F)C=O)C(F)(F)F methyl 5-fluoro-2-((3-fluoro-2-formylphenyl) amino)-4-(trifluoromethyl)-benzoate